5,7-dimethoxy-2-(4-(morpholinomethyl)phenyl)quinazolin-4(3H)-one COC1=C2C(NC(=NC2=CC(=C1)OC)C1=CC=C(C=C1)CN1CCOCC1)=O